F[C@@H]1COCC[C@H]1N1N=C2N=C(C=NC2=C1)C1=C(C=C(C=C1C)C(F)(F)F)O 2-(2-((3S,4R)-3-fluorotetrahydro-2H-pyran-4-yl)-2H-pyrazolo[3,4-b]pyrazin-6-yl)-3-methyl-5-(trifluoromethyl)phenol